N1=C(C=CC=C1C1=C(C=CC=C1)C=1C(=C(C=C(C1)C)Br)O)C1=C(C=CC=C1)C=1C(=C(C=C(C1)C)Br)O 2',2'''-(pyridine-2,6-diyl)bis(3-bromo-5-methyl-[1,1'-biphenyl]-2-ol)